(3-hydroxypropyl)-2,3-dihydro-4H-benzo[b][1,4]oxazine-4-carboxylic acid tert-butyl ester C(C)(C)(C)OC(=O)N1C2=C(OC(C1)CCCO)C=CC=C2